cobalt ferrocene [CH-]1C=CC=C1.[CH-]1C=CC=C1.[Fe+2].[Co]